FC(C1=NN=C(O1)C1=CC(=C(CN(C(=O)N2CCSCC2)C2=CC(=CC=C2)C=2OC=CC2)C=C1)F)F N-(4-(5-(difluoromethyl)-1,3,4-oxadiazol-2-yl)-2-fluorobenzyl)-N-(3-(furan-2-yl)phenyl)thiomorpholin-4-carboxamide